[Si](C)(C)(C(C)(C)C)OCCN1N=C2C=CC(=CC2=C1)C=1OC2=C(C=C(C=C2C(C1C)=O)C)[C@@H](C)OC=1C(=NC(=CC1)Cl)C(=O)N 3-[(1R)-1-[2-[2-[2-[tert-Butyl(dimethyl)silyl]oxyethyl]indazol-5-yl]-3,6-dimethyl-4-oxo-chromen-8-yl]ethoxy]-6-chloro-pyridine-2-carboxamide